1-(2-(Azepan-1-yl)ethyl)-1,4-dihydro-2H-benzo[d][1,3]oxazin-2-one N1(CCCCCC1)CCN1C(OCC2=C1C=CC=C2)=O